C(C(C)(C)C)NC1=CC=C(C=C1)C=1N=C(SC1)NC1=NC=CC=C1 4-(4-(Neopentylamino)phenyl)-N-(pyridin-2-yl)thiazol-2-amin